C(=O)(OCC1C2=CC=CC=C2C2=CC=CC=C12)N[C@@H](CC1=CC=CC=C1)CC(=O)O Fmoc-L-β-Homophenylalanine